5-[bis(thienylmethyl)aminocarbonyloxyethoxyethoxy]pyridine S1C(=CC=C1)CN(C(=O)OCCOCCOC=1C=CC=NC1)CC=1SC=CC1